CN1C(N(C2=C1C=C(C=C2)N2CC(CC2)NC)C2C(NC(CC2)=O)=O)=O 3-{3-methyl-5-[3-(methylamino)pyrrolidin-1-yl]-2-oxo-1,3-benzodiazol-1-yl}piperidine-2,6-dione